bis(decyl)pentaerythritol bisphosphite P(O)(O)O.P(O)(O)O.C(CCCCCCCCC)C(O)(C(CO)(CO)CO)CCCCCCCCCC